N-methyl-N-ethyltryptamine CN(CCC1=CNC2=CC=CC=C12)CC